OC(CCC)([2H])C1CCN(CC1)C(=O)O 4-(1-hydroxybutyl-1-d)piperidine-1-carboxylic acid